C(C)(CCC)C1(CCC(CC1)(N)N)C(C)CCC bis-sec-amylcyclohexanediamine